C1CCC2=C(C=CC=C12)NC(C(=C)C)=O N-(2,3-dihydro-1H-inden-4-yl)methacrylamide